2-(2,6-dioxopiperidin-3-yl)-5-(4-hydroxy-1-((3-methyl-4-oxo-3,4-dihydroquinazolin-6-yl)methyl)piperidin-4-yl)isoindoline-1,3-dione O=C1NC(CCC1N1C(C2=CC=C(C=C2C1=O)C1(CCN(CC1)CC=1C=C2C(N(C=NC2=CC1)C)=O)O)=O)=O